FC1=C(CN(C(=O)NCC2=CC=C(C=C2)OCC(F)(F)F)C[C@H]2CN(CC2)C)C=CC(=C1)F (R)-1-(2,4-difluorobenzyl)-1-((1-methylpyrrolidin-3-yl)methyl)-3-(4-(2,2,2-trifluoroethoxy)benzyl)urea